O=C1NC(CCC1N1C(C2=CC=C(C=C2C1=O)O)=O)=O 2-(2,6-dioxopiperidin-3-yl)-5-hydroxyisoindolin-1,3-dione